(1,2-diethylpentyl)phosphinic acid C(C)C(C(CCC)CC)P(O)=O